COC=1C=C(C=CC1OC)C(C(=O)NC1=CC=CC=C1)(F)F 2-(3,4-dimethoxyphenyl)-2,2-difluoro-N-phenylacetamide